benzyl ((1-(1-(cis-4-isopropylcyclohexyl) piperidin-4-yl)-5-methyl-1H-indole-2-yl)methyl)carbamate C(C)(C)[C@H]1CC[C@H](CC1)N1CCC(CC1)N1C(=CC2=CC(=CC=C12)C)CNC(OCC1=CC=CC=C1)=O